(E)-6-methylhept-2-ene-4-ol CC(CC(/C=C/C)O)C